CN1N=C(C2=CC=CC(=C12)SC)C(C)(C)NC(=O)C1[C@H]2CNC[C@@H]12 (1R,5S,6R)-N-(2-(1-Methyl-7-(Methylthio)-1H-Indazol-3-yl)Propan-2-yl)-3-Azabicyclo[3.1.0]Hexane-6-Carboxamide